FC(C(=O)O)(F)F.CC1=C(N=C(N1)C1=NC=CC(=C1)C=1C=NC=C(C1)N1CCOCC1)C(=O)NC1CCSCC1 5-Methyl-2-(5-morpholin-4-yl-3,4'-bipyridin-2'-yl)-N-(tetrahydro-2H-thiopyran-4-yl)-1H-imidazole-4-carboxamide trifluoroacetate salt